(1R,2R,3aS,10aR)-2-chloro-5-fluoro-1-{(1E,3ξ)-3-[3-(2-fluorophenyl)-3-oxetanyl]-3-hydroxy-1-propen-1-yl}-2,3,3a,9,10,10a-hexahydro-1H-benzo[b]cyclopenta[f]oxepine-6-carboxylic acid Cl[C@@H]1C[C@H]2[C@H](CCC3=C(O2)C(=C(C=C3)C(=O)O)F)[C@H]1\C=C\C(O)C1(COC1)C1=C(C=CC=C1)F